N-({5-difluoromethoxy-6-[(3-isoxazolyl)methoxy]-2-indolyl}methyl)1-methylcyclopropanecarboxamide FC(OC=1C=C2C=C(NC2=CC1OCC1=NOC=C1)CNC(=O)C1(CC1)C)F